[N+](=O)([O-])C1=CC2=C(NC(O2)=S)C=C1 6-nitrobenzo[d]oxazole-2(3H)-thione